3-(phenoxymethyl)-1H-pyrazole O(C1=CC=CC=C1)CC1=NNC=C1